CC[C@H](CC[C@@H](C)[C@H]1CC[C@H]2[C@@H]3CC=C4C=CCC[C@]4(C)[C@H]3CC[C@]12C)C(C)C stigmasta-3,5-diene